N-(3-(((3-cyano-6-(1-methyl-1H-pyrazol-4-yl)pyrazolo[1,5-a]pyridin-4-yl)oxy)methyl)phenyl)acrylamide C(#N)C=1C=NN2C1C(=CC(=C2)C=2C=NN(C2)C)OCC=2C=C(C=CC2)NC(C=C)=O